9-chloro-2-methyl-[1,2,4]triazolo[1,5-a][1,7]naphthyridine-4-carboxylic acid ethyl ester C(C)OC(=O)C=1C=2N(C3=C(N=CC=C3C1)Cl)N=C(N2)C